4-Hydroxyquinoline-2-carboxylic acid methyl ester COC(=O)C1=NC2=CC=CC=C2C(=C1)O